2-(4-chloro-3-fluorophenoxy)-N-[trans-2-[5-(4-chlorophenyl)-1,3,4-oxadiazol-2-yl]-1,3-dioxan-5-yl]acetamide ClC1=C(C=C(OCC(=O)N[C@H]2CO[C@@H](OC2)C=2OC(=NN2)C2=CC=C(C=C2)Cl)C=C1)F